C1(=CC=CC=C1)NC1=NNC(C1)=O 3-phenylamino-5-pyrazolone